diisobutyl 4-t-butylphthalate C(C)(C)(C)C=1C=C(C(C(=O)OCC(C)C)=CC1)C(=O)OCC(C)C